FC=1C(=CC2=C(C(=NO2)NS(=O)(=O)C2=C(C=CC=C2OC)OC)C1OC)CN1N=CC=C1 N-{5-fluoro-4-methoxy-6-[(1H-pyrazol-1-yl)methyl]-1,2-benzooxazol-3-yl}-2,6-dimethoxybenzene-1-sulfonamide